(R)-6-(7,7-difluoro-2-((2S,3R)-3-hydroxy-2-methylazetidin-1-yl)-6,7-dihydro-5H-cyclopenta[d]pyrimidin-4-yl)-2H-spiro[benzofuran-3,3'-morpholin]-5'-one FC1(CCC2=C1N=C(N=C2C2=CC1=C(C=C2)[C@]2(NC(COC2)=O)CO1)N1[C@H]([C@@H](C1)O)C)F